C(C)(C)N(P(C1=CC(=CC=C1)[Si](CCCC)(CCCC)CCCC)C1=C(C=CC=C1)C)P(C1=CC(=CC=C1)[Si](CCCC)(CCCC)CCCC)C1=C(C=CC=C1)C N-isopropyl-1-(o-tolyl)-N-(o-tolyl(3-(tributylsilyl)phenyl)phosphaneyl)-1-(3-(tributylsilyl)phenyl)phosphanamine